C(C)(C)(C)OC(=O)C(N)C1=C(C=CC=C1)B(O)O ((tert-butoxycarbonyl-(amino)methyl)phenyl)boronic acid